5-(4-(benzyloxy)benzylidene)pyrimidine-2,4,6(1H,3H,5H)-trione C(C1=CC=CC=C1)OC1=CC=C(C=C2C(NC(NC2=O)=O)=O)C=C1